N[C@@H](CC(=O)OC(C)(C)C)C(=O)NC=1SC=C(C1C(C1=CC=C(C=C1)Cl)=O)CC tert-butyl (3S)-3-amino-4-[[3-(4-chlorobenzoyl)-4-ethyl-2-thienyl]amino]-4-oxo-butanoate